BrC=1C=CC=2N(C1)C(=CN2)C#C[Si](C)(C)C 6-bromo-3-((trimethylsilyl)ethynyl)imidazo[1,2-a]pyridine